FC1=C(C=C2C(OC(C2=C1)=O)O)OC 6-fluoro-3-hydroxy-5-methoxyisobenzofuran-1(3H)-one